(2S,5R)-7-oxo-2-(N-(pyrimidine-4-carbonyl) carbamimidoyl)-1,6-diazabicyclo[3.2.1]octan-6-yl hydrogen sulfate S(=O)(=O)(ON1[C@@H]2CC[C@H](N(C1=O)C2)C(NC(=O)C2=NC=NC=C2)=N)O